iso-Butylvinyl ether C(C(C)C)OC=C